5-hydroxy-1-isopropyl-2-methyl-1H-benzo[g]indazol-3(2H)-one OC=1C=C2C(N(N(C2=C2C1C=CC=C2)C(C)C)C)=O